C(C)(C)C1=C(NC2=CC=C(C=C12)C1OCCN(C1)CC(=O)NC)C=1C=C(C=2N(C1)N=CN2)OC 2-(2-(3-Isopropyl-2-(8-methoxy-[1,2,4]triazolo[1,5-a]pyridin-6-yl)-1H-indol-5-yl)morpholino)-N-methylacetamid